C(C)OC(=O)C=1N(C=C(C1C)C1=CC=CC=C1)C1=CC=C(C=C1)C 3-methyl-4-phenyl-1-(p-tolyl)-1H-pyrrole-2-carboxylic acid ethyl ester